ClC1=C(C=2N=C(N=C(C2C(=N1)OC)N1CCN(CC1)C(=O)OC(C)(C)C)OC[C@]12CCCN2C[C@@H](C1)F)F tert-butyl 4-(7-chloro-8-fluoro-2-(((2R,7aS)-2-fluorotetrahydro-1H-pyrrolizin-7a(5H)-yl)methoxy)-5-methoxypyrido[4,3-d]pyrimidin-4-yl)piperazine-1-carboxylate